1-methyl-7-[4-(4-methylpiperazin-1-yl)anilino]-3-(1-prop-2-enoyl-1-azaspiro[3.3]heptan-6-yl)-4H-pyrimido[4,5-d]pyrimidin-2-one CN1C(N(CC=2C1=NC(=NC2)NC2=CC=C(C=C2)N2CCN(CC2)C)C2CC1(CCN1C(C=C)=O)C2)=O